1-[5-cyclobutyl-1-(2,2-difluoro-1,3-benzodioxol-5-yl)pyrazol-3-yl]piperazine C1(CCC1)C1=CC(=NN1C1=CC2=C(OC(O2)(F)F)C=C1)N1CCNCC1